ClC=1C(=NN(C1)CC1CCOCC1)C1CC1 4-chloro-3-cyclopropyl-1-((tetrahydro-2H-pyran-4-yl)methyl)-1H-pyrazole